3-chloro-1-[(cyanomethyl)amino]-7-[(6-{[1,3-dihydroxy-2-(trifluoromethyl)propan-2-yl]oxy}pyridin-3-yl)methyl]-5,6,7,8-tetrahydro-2,7-naphthyridine-4-carbonitrile ClC=1N=C(C=2CN(CCC2C1C#N)CC=1C=NC(=CC1)OC(CO)(CO)C(F)(F)F)NCC#N